N1(CCCCC1)C1=CC=C(C=C1)NC1=CC=C(CN2C(CNCC2)=O)C=C1 1-(4-((4-(piperidin-1-yl)phenyl)amino)benzyl)piperazin-2-one